CC(C(=O)O)CCCC.C(CCC)(=O)OC methyl butyrate (Methyl Butyl acetate)